O=S.[Sn] tin oxysulfide